tert-butyl 7-oxo-2,5,8-triazaspiro[3.5]nonane-2-carboxylate O=C1CNC2(CN(C2)C(=O)OC(C)(C)C)CN1